FC1([C@]2(C[C@@H]([C@H]([C@@](C1)(N2)C)OC)C(=C)C2=CC=C(N=N2)C=2C=C1C=CN=CC1=CC2O)C)F 6-(6-(1-((1R,2R,3R,5R)-6,6-difluoro-2-methoxy-1,5-dimethyl-8-azabicyclo[3.2.1]octan-3-yl)vinyl)pyridazin-3-yl)isoquinolin-7-ol